5-(4-chlorophenyl)-N-(3,5-dimethoxyphenyl)furan-2-carboxamide ClC1=CC=C(C=C1)C1=CC=C(O1)C(=O)NC1=CC(=CC(=C1)OC)OC